FC(C)(F)N1N=C(C=C1)S(=O)(=O)N 1-(1,1-difluoroethyl)-1H-pyrazole-3-sulfonamide